ClC1=CC=C(C=C1)N1C=NC2=C1C=CC=C2C(=O)N (4-chlorophenyl)-1H-benzo[d]Imidazole-4-carboxamide